O=C1N(CC2=CC(=CC=C12)C#CCN1CCC(CC1)C1=CC=C(C=C1)OCC1CNCCC1)C1C(NC(CC1)=O)=O 3-[1-oxo-5-(3-[4-[4-(piperidin-3-ylmethoxy)phenyl]piperidin-1-yl]prop-1-yn-1-yl)-3H-isoindol-2-yl]piperidine-2,6-dione